HYDROXYPHENOXYPROPIONIC ACID C[C@H](C(=O)O)OC1=CC=C(C=C1)O